C(CC(=O)C)(=O)OC[C@@H]1[C@H]([C@H]([C@@H](O1)N1C(=O)NC(=O)C=C1)O)O 5'-O-acetoacetyl-uridine